[4-(6-Amino-pyridazin-3-yl)-piperidin-1-yl]-(4'-tert-butyl-biphenyl-4-yl)-methanone NC1=CC=C(N=N1)C1CCN(CC1)C(=O)C1=CC=C(C=C1)C1=CC=C(C=C1)C(C)(C)C